N-[[6-[4-(4-methylpiperazin-1-yl)benzoyl]-6-azaspiro[2.5]octan-2-yl]methyl]-1,3-dihydropyrrolo[3,4-c]pyridine-2-carboxamide CN1CCN(CC1)C1=CC=C(C(=O)N2CCC3(C(C3)CNC(=O)N3CC=4C=NC=CC4C3)CC2)C=C1